C(CCCCCCCCCCCCCCC(C)C)O i-octadecanol